(R)-2-hydroxy-N-(4-((3-methyl-5-(2-methylmorpholino)phenyl)amino)-5-(6-azaspiro[2.5]oct-6-yl)quinazolin-7-yl)ethane-1-sulfonamide OCCS(=O)(=O)NC1=CC(=C2C(=NC=NC2=C1)NC1=CC(=CC(=C1)N1C[C@H](OCC1)C)C)N1CCC2(CC2)CC1